3-bromo-2',4'-difluoro-2-(methoxymethoxy)-5,5'-dimethyl-1,1'-biphenyl BrC=1C(=C(C=C(C1)C)C1=C(C=C(C(=C1)C)F)F)OCOC